(S)-N-(1-(2-chloroacetyl)-7-(4-fluorobenzyl)-2-methyl-2,3-dihydro-1H-pyrido[2,3-b][1,4]oxazin-6-yl)ethanesulfonamide ClCC(=O)N1C2=C(OC[C@@H]1C)N=C(C(=C2)CC2=CC=C(C=C2)F)NS(=O)(=O)CC